C1(CCC(N1C(C(=O)[O-])CC(CCC(=O)[O-])(N)N)=O)=O succinimidyldiaminopimelate